ethyl 3-((3-ethoxy-3-oxo-1-phenylpropyl) amino)-3-oxopropionate C(C)OC(CC(C1=CC=CC=C1)NC(CC(=O)OCC)=O)=O